C(C(=C)C)(=O)OCCP(=O)=C(O)C[N+](C)(C)C methacryloyloxylethylphosphorylcholin